2-(2-fluoroethoxy)-4-(methylsulfonyl)-N-(prop-2-yn-1-yl)aniline FCCOC1=C(NCC#C)C=CC(=C1)S(=O)(=O)C